ClC1=C(C=C(C=C1)[C@]1(O)[C@H](O)[C@@H](O)[C@H](O)[C@H](O1)CO)CC1=CC=C(C=C1)O[C@@H]1COCC1 1-Chloro-4-(β-D-glucopyranos-1-yl)-2-[4-((S)-tetrahydrofuran-3-yloxy)-benzyl]-benzene